O=C1NC(CCC1N1CCOC2=C1C=CC=C2C2CCN(CC2)C(=O)OC(C)(C)C)=O tert-butyl 4-[4-(2,6-dioxo-3-piperidyl)-2,3-dihydro-1,4-benzoxazin-8-yl]piperidine-1-carboxylate